The molecule is a glucosylceramide isolated from Penicillium chrysogenum. It has a role as a Penicillium metabolite and an antimicrobial agent. CCCCCCCCCCCCCCC/C=C/[C@H](C(=O)N[C@@H](CO[C@H]1[C@@H]([C@H]([C@@H]([C@H](O1)CO)O)O)O)[C@@H](/C=C/CC/C=C(\\C)/CCCCCC)O)O